C1(=CC=C(C=C1)P(C1=CC=C(C=C1)C)=O)C di-p-Tolyl-Phosphine Oxide